N[C@H]1[C@@H]2N(C[C@H]1CC2)C(=O)C2=CC1=C(N(C(=N1)C=1N(C3=C(C=CC=C3C1)C1=C(C#N)C=CC=C1)CC1C(C1)C)C)C(=C2)OC 2-(2-(5-((1R,4R,7R)-7-Amino-2-azabicyclo[2.2.1]heptan-2-carbonyl)-7-methoxy-1-methyl-1H-benzo[d]imidazol-2-yl)-1-((2-methylcyclopropyl)methyl)-1H-indol-7-yl)benzonitril